N-phenyl-1,2-ethylenediamine C1(=CC=CC=C1)NCCN